[N+](=O)([O-])C1=C(C=CC=C1)S(=O)(=O)Cl nitro-phenyl-sulfonyl chloride